1-(2-(2-amino-6-phenylquinazolin-8-yl)pyrrolidin-1-yl)but-2-yn-1-one NC1=NC2=C(C=C(C=C2C=N1)C1=CC=CC=C1)C1N(CCC1)C(C#CC)=O